[(1R,4R,7R)-7-amino-2-azabicyclo[2.2.1]heptan-2-yl]-[2-(11-ethyl-1,7,9-triazatricyclo[6.3.1.04,12]dodeca-2,4(12),5,7-tetraen-2-yl)-7-fluoro-1-methyl-benzimidazol-5-yl]methanone N[C@H]1[C@@H]2N(C[C@H]1CC2)C(=O)C2=CC1=C(N(C(=N1)C=1N3C(CNC4=NC=CC(C1)=C34)CC)C)C(=C2)F